C1(CC1)C(C)(O)C1=NC=CC(=N1)C1=NC=C(C=C1F)C 2-(2-(1-cyclopropyl-1-hydroxyethyl)pyrimidin-4-yl)-3-fluoro-5-methylpyridin